5-CHLORO-1-METHYL-1H-INDOL-2-YLBORONIC ACID ClC=1C=C2C=C(N(C2=CC1)C)B(O)O